N-(3-cyanopyridin-2-yl)-N-methylacrylamide C(#N)C=1C(=NC=CC1)N(C(C=C)=O)C